2-chloro-1-(3-hydroxyazetidine-1-yl)ethanone ClCC(=O)N1CC(C1)O